FC=1C=C(C=C(C1)F)[C@@H]1CCN2N1C(C1(C2)CCN(CC1)C1=NC=CC(=N1)C(=O)N(C)C)=O (S)-2-(7'-(3,5-difluorophenyl)-1'-oxodihydro-1'H,3'H,5'H-spiro[piperidine-4,2'-pyrazolo[1,2-a]pyrazol]-1-yl)-N,N-dimethylpyrimidine-4-carboxamide